2-(3-methoxybenzyl)-N-(quinolin-8-yl)but-3-enamide COC=1C=C(CC(C(=O)NC=2C=CC=C3C=CC=NC23)C=C)C=CC1